2,2'-{[3,3',5,5-tetra(naphthalen-2-yl)[1,1'-biphenyl]-4,4'-diyl]bis(oxy)}di(ethan-1-ol) C1=C(C=CC2=CC=CC=C12)C1=CC(=CC(C1OCCO)(C1=CC2=CC=CC=C2C=C1)C1=CC2=CC=CC=C2C=C1)C1=CC(=C(C=C1)OCCO)C1=CC2=CC=CC=C2C=C1